ClC1=NC=C(C=C1)CN1/C(/NCC1)=C(\C=C\C1=CC(=CC=C1)OC)/[N+](=O)[O-] 2-chloro-5-(((E)-2-((E)-3-(3-methoxyphenyl)-1-nitroallylidene)imidazolidin-1-yl)methyl)pyridine